C1(=CC=CC=C1)S(=O)(=O)N1C(=CC=2C1=NC=CC2C=2N=C(SC2)NC(OC(C)(C)C)=O)C tert-Butyl N-[4-[1-(benzenesulfonyl)-2-methyl-pyrrolo[2,3-b]pyridin-4-yl]thiazol-2-yl]carbamate